FC=1C=C2C(=C(C=NC2=C(C1)F)C(=O)N1CCN(CC1)S(=O)(=O)C)C1=CC=C(C=C1)C1(CC1)C#N 1-(4-(6,8-difluoro-3-(4-(methylsulfonyl)piperazine-1-carbonyl)quinolin-4-yl)phenyl)cyclopropane-1-carbonitrile